4-[4-chloro-2-(difluoromethoxy)phenyl]-N-[(3R)-1-methylpiperidin-3-yl]phthalazin-1-amine ClC1=CC(=C(C=C1)C1=NN=C(C2=CC=CC=C12)N[C@H]1CN(CCC1)C)OC(F)F